BrC=1C(=C(C=CC1)CC#N)OC 2-(3-bromo-2-methoxyphenyl)acetonitrile